C(C)(C)(C)OC(=O)N1CCC(CC1)OC1CC(C1)OC1=NC=CC(=C1)N1C2CN(CC1CC2)C(=O)OCC2=CC=CC=C2 benzyl 8-[2-[3-[(1-tert-butoxycarbonyl-4-piperidinyl) oxy] cyclobutoxy]-4-pyridinyl]-3,8-diazabicyclo[3.2.1]octane-3-carboxylate